4-benzyloxy-1-(4-bromo-2-fluoro-phenyl)pyrazolo[3,4-d]pyrimidine C(C1=CC=CC=C1)OC1=C2C(=NC=N1)N(N=C2)C2=C(C=C(C=C2)Br)F